C(#N)C1=NC2=CC(=CC(=C2N=C1C1=CC(=CC=C1)C#N)[C@@H](C)NC1=C(C(=O)O)C=CC=C1)C (R)-2-((1-(2-cyano-3-(3-cyanophenyl)-7-methylquinoxalin-5-yl)ethyl)amino)benzoic acid